Myristyltrisiloxane C(CCCCCCCCCCCCC)[SiH2]O[SiH2]O[SiH3]